CC1=C(C2=C(CC[C@@](O2)(C)CCC[C@H](C)CCC[C@H](C)CCCC(C)C)C(=C1O)C)C (R,R,R)-alpha-tocopherol